(11aS)-7-methoxy-8-(prop-2-yn-1-yloxy)-2-methylene-1,2,3,11a-tetrahydro-5H-pyrrolo[2,1-c][1,4]benzodiazepin-5-one COC=1C(=CC2=C(C(N3[C@H](C=N2)CC(C3)=C)=O)C1)OCC#C